C1(=CC=CC=C1)S(=O)(=O)/C=C/C([2H])([2H])NC(=O)C=1C(NC=2CCCCC2C1)=O N-[(2E)-3-(benzenesulfonyl)(1,1-2H2)prop-2-en-1-yl]-2-oxo-1,2,5,6,7,8-hexahydroquinoline-3-carboxamide